SC(CCCO)C 4-mercaptopentan-1-ol